7-CYCLOBUTYL-5-IODO-7H-PYRROLO[2,3-D]PYRIMIDIN-4-AMINE C1(CCC1)N1C=C(C2=C1N=CN=C2N)I